5-(tert-butyl)-N-(3-fluoro-2-methoxy-4-(6-(1-methyl-1H-pyrazol-4-yl)pyrrolo[2,1-f][1,2,4]triazin-4-yl)benzyl)-1,2,4-oxadiazole-3-carboxamide hydrochloride Cl.C(C)(C)(C)C1=NC(=NO1)C(=O)NCC1=C(C(=C(C=C1)C1=NC=NN2C1=CC(=C2)C=2C=NN(C2)C)F)OC